1-Cyclopropyl-6-(1'-(cyclopropylmethyl)-[1,4'-bipiperidin]-4-yl)-4-fluoro-2-(4-(methylsulfonyl)phenyl)-1H-benzo[d]imidazol C1(CC1)N1C(=NC2=C1C=C(C=C2F)C2CCN(CC2)C2CCN(CC2)CC2CC2)C2=CC=C(C=C2)S(=O)(=O)C